3-(5-(4-((1-(4-(2-amino-9-chloro-10-oxo-10H-chromeno[3,2-b]pyridin-3-yl)phenyl)piperidin-4-yl)methyl)piperazin-1-yl)-1-oxoisoindolin-2-yl)piperidine-2,6-dione NC1=C(C=C2C(=N1)C(C=1C(=CC=CC1O2)Cl)=O)C2=CC=C(C=C2)N2CCC(CC2)CN2CCN(CC2)C=2C=C1CN(C(C1=CC2)=O)C2C(NC(CC2)=O)=O